FC1=CC2=C(N=C(S2)OC2=CC=C(OCC(=O)NCCCOCCOCCOCCOCCO)C=C2)C=C1 2-[4-[(6-fluoro-1,3-benzothiazol-2-yl)oxy]phenoxy]-N-[3-[2-[2-[2-(2-hydroxyethoxy)ethoxy]ethoxy]ethoxy]propyl]acetamide